N[C@](C(=O)O)(CCCCB(O)O)C1CCN(CC1)CC1=CC(=C(C=C1)Cl)Cl (R)-2-amino-6-borono-2-[1-(3,4-dichlorobenzyl)piperidin-4-yl]hexanoic acid